CC1=CC=C2C(=N1)N=C(O2)N2CCN(CC2)C(=O)C=2C=CC(=C(C#N)C2)C=2N=NN(C2)CC(C)(C)C 5-(4-(5-methyloxazolo[4,5-b]pyridin-2-yl)piperazine-1-carbonyl)-2-(1-neopentyl-1H-1,2,3-triazol-4-yl)benzonitrile